ClC1=NC2=CC=CC=C2C(=N1)NCC1=CC(=C(C=C1)Cl)Cl 2-chloro-N-(3,4-dichlorobenzyl)quinazolin-4-amine